3-((13S,15R)-13-methyl-17-oxo-7,8,9,11,12,13,14,15,16,17-decahydro-6H-cyclopenta[a]phenanthren-15-yl)-N-(tetrahydro-2H-pyran-4-yl)propanamide C[C@@]12C(C[C@H](C1C1CCC=3C=CC=CC3C1CC2)CCC(=O)NC2CCOCC2)=O